3-methylbutan-2-yl-(3R,4S)-3-{5-[4-amino-5-(trifluoromethyl)pyrrolo[2,1-f][1,2,4]triazin-7-yl]-2-methoxypyridine-3-amido}-4-fluoropyrrolidine CC(C(C)N1C[C@H]([C@H](C1)F)NC(=O)C=1C(=NC=C(C1)C1=CC(=C2C(=NC=NN21)N)C(F)(F)F)OC)C